((3aR,5s,6aS)-5-((6-(2-Chloro-5-fluorophenyl)pyridazin-3-yl)amino)hexahydrocyclopenta[c]pyrrol-2(1H)-yl)(tetrahydro-2H-pyran-4-yl)methanone ClC1=C(C=C(C=C1)F)C1=CC=C(N=N1)NC1C[C@@H]2[C@@H](CN(C2)C(=O)C2CCOCC2)C1